ClC1=C(C(=O)C2=C(C=CC=C2)Cl)C=CC=C1 2,2'-dichlorobenzophenone